C(C)(C)(C)OC(=O)N1C[C@H]2C[C@H]2[C@H](C1)NC(=O)OCC1=CC=CC=C1 |r| rac-(1s,5r,6r)-5-(((benzyloxy)carbonyl)amino)-3-azabicyclo[4.1.0]heptane-3-carboxylic acid tert-butyl ester